3-isocyanoacrylonitrile [N+](#[C-])C=CC#N